C(C)(C)(C)OC([C@@](N)(CCC(=O)OC(C)(C)C)C(N[C@H](C(=O)OC(C)(C)C)CCCCNC([C@H](CC1=CC2=CC=CC=C2C=C1)N)=O)=O)=O D-2-(((S)-6-((S)-2-amino-3-(naphthalen-2-yl)propanamido)-1-(tert-butoxy)-1-oxohex-2-yl)carbamoyl)-L-glutamic acid di-tert-butyl ester